(3-Methoxy-2-(2H-1,2,3-triazol-2-yl)phenyl)((5R,9S)-2-methyl-3-(3,4,5-trifluorophenyl)-4,5,6,7,8,9-hexahydro-2H-5,9-epiminocycloocta[c]pyrazol-10-yl)methanone COC=1C(=C(C=CC1)C(=O)N1[C@H]2CC=3C(=NN(C3C3=CC(=C(C(=C3)F)F)F)C)[C@@H]1CCC2)N2N=CC=N2